NC1=NC=C(C2=C1C(=NN2C)C2=CC(=C(C=C2)NS(=O)(=O)C(F)F)OCC=2OC=CN2)C=2C=NN(C2)C2CCOCC2 N-(4-(4-amino-1-methyl-7-(1-(tetrahydro-2H-pyran-4-yl)-1H-pyrazol-4-yl)-1H-pyrazolo[4,3-c]pyridin-3-yl)-2-(oxazol-2-ylmethoxy)phenyl)-1,1-difluoromethane-sulfonamide